2,2'-{1,4,8-triazacycloundecane-1,4-diylbis[methylene(2-hydroxy-5-methyl-3,1-phenylene)methyleneoxy]}di(propane-1,3-diol) N1(CCN(CCCNCCC1)CC=1C(=C(C=C(C1)C)COC(CO)CO)O)CC=1C(=C(C=C(C1)C)COC(CO)CO)O